3',4'-diamino-2-fluoro-[1,1'-biphenyl] NC=1C=C(C=CC1N)C1=C(C=CC=C1)F